BrC1=C(C=CC=C1)C(=O)C1=CC=CC=C1 (2-bromophenyl)(phenyl)methanone